(1r,4r)-4-(((benzyloxy)carbonyl) amino)cyclohexyl methanesulfonate CS(=O)(=O)OC1CCC(CC1)NC(=O)OCC1=CC=CC=C1